((1R,5S,6s)-6-((4-(2-aminopropan-2-yl)-6-(4-(1,1-difluoroethyl)phenyl)pyridin-2-yl)oxy)-3-azabicyclo[3.1.0]hexan-3-yl)(4-methyl-2-(pyrimidin-2-yl)thiazol-5-yl)methanone NC(C)(C)C1=CC(=NC(=C1)C1=CC=C(C=C1)C(C)(F)F)OC1[C@@H]2CN(C[C@H]12)C(=O)C1=C(N=C(S1)C1=NC=CC=N1)C